4-(8-bromo-1,6-naphthyridin-2-yl)thiomorpholine 1,1-dioxide BrC=1C=NC=C2C=CC(=NC12)N1CCS(CC1)(=O)=O